C(N)(=O)CC(CCO)CC(C)C 3-(carbamoylmethyl)-5-methylhexanol